(R)-6-chloro-3-((1-(2-cyano-3-methoxy-7-methylquinoxalin-5-yl)ethyl)amino)picolinic acid ClC1=CC=C(C(=N1)C(=O)O)N[C@H](C)C1=C2N=C(C(=NC2=CC(=C1)C)C#N)OC